BrC1=CC(=NC2=CC=CC=C12)[C@H](CC=C)N (S)-1-(4-Bromoquinolin-2-yl)but-3-en-1-amine